5-chloro-3-iodo-2-((1s,6s)-6-(methylamino)cyclohex-3-en-1-yl)-N-(thiophen-2-ylmethyl)thieno[3,2-b]pyridin-7-amine formate salt C(=O)O.ClC1=CC(=C2C(=N1)C(=C(S2)[C@H]2CC=CC[C@@H]2NC)I)NCC=2SC=CC2